O[C@@H]([C@@H](C(N1CCC2(CNC2=O)CC1)=O)NC(OCC1=CC=CC=C1)=O)C benzyl ((2S,3R)-3-hydroxy-1-oxo-1-(1-oxo-2,7-diazaspiro[3.5]nonan-7-yl)butan-2-yl)carbamate